methyl (S)-4-(5,5-difluoro-7-((5,6,7,8-tetrahydro-1,8-naphthyridin-2-yl)methyl)-2,7-diazaspiro[3.5]nonan-2-yl)-3-(3-(2-methoxyethoxy)phenyl)butyrate FC1(C2(CN(C2)C[C@@H](CC(=O)OC)C2=CC(=CC=C2)OCCOC)CCN(C1)CC1=NC=2NCCCC2C=C1)F